FC1=C(C=CC=C1)C=1N=C(N=NC1C1=C(C=NC=C1)F)NC1=NC(=NN1)C(C)(C)O 2-(5-{[5-(2-fluorophenyl)-6-(3-fluoropyridin-4-yl)-1,2,4-triazin-3-yl]amino}-1H-1,2,4-triazol-3-yl)propan-2-ol